COC=1C(=NC=C(N1)C=1C=NC(=CC1)OC)NC(=O)C=1C(=NOC1C)C1=CC=CC=C1 N-[3-methoxy-5-(6-methoxy-3-pyridyl)pyrazin-2-yl]-5-methyl-3-phenyl-isoxazole-4-carboxamide